O=C1C2=C(N=C(N1)C1C(CC1)C1=NC=CC=N1)NN=C2C#N 4-oxo-6-(2-pyrimidin-2-ylcyclobutyl)-4,5-dihydro-1H-pyrazolo[3,4-d]pyrimidine-3-carbonitrile